3,6-bis(5-nitro-2-pyridyloxy)benzonorbornene [N+](=O)([O-])C=1C=CC(=NC1)OC1C2C3=C(C1CC2)C=C(C=C3)OC3=NC=C(C=C3)[N+](=O)[O-]